C(#N)[C@]1(CC12CC2)C=2C=C1C=C(N=CC1=CC2)NC(=O)C2C(C2)C2=CC=NC=C2 N-(6-((S)-1-cyanospiro[2.2]pentan-1-yl)isoquinolin-3-yl)-2-(pyridin-4-yl)cyclopropane-1-carboxamide